NC1=CC=C(C=C1)N1C(COCC1)=O 4-(4-aminophenyl)morpholine-3-one